COC(C1=NC(=CC=C1OCC1=CC=CC=C1)C#CCCCN1CC2=CC=CC=C2CC1)=O 3-(benzyloxy)-6-(5-(3,4-dihydroisoquinolin-2(1H)-yl)pent-1-yn-1-yl)picolinic acid methyl ester